4,4'-methylenebis(2-ethyl-aniline) C(C1=CC(=C(N)C=C1)CC)C1=CC(=C(N)C=C1)CC